(trans)-3-((2-((4-bromo-3-chloro-5-(hydroxymethyl)phenyl)amino)-5-(trifluoromethyl)pyrimidin-4-yl)amino)tetrahydro-2H-pyran-4-carbonitrile BrC1=C(C=C(C=C1CO)NC1=NC=C(C(=N1)N[C@@H]1COCC[C@H]1C#N)C(F)(F)F)Cl